(6-phenylpyrazolo[1,5-a]pyridin-3-yl)methanone C1(=CC=CC=C1)C=1C=CC=2N(C1)N=CC2C=O